NS(=NC(OC(C)(C)C)=O)=CC1=CN=C(S1)C(C)(C)O tert-butyl N-[amino[2-(2-hydroxypropan-2-yl)-1,3-thiazol-5-yl] methylidene-λ6-sulfanylidene]carbamate